CC=1N=C(SC1C)NC(C1=C(C(=CC=C1)[N+](=O)[O-])C)=O N-(4,5-dimethylthiazol-2-yl)-2-methyl-3-nitrobenzamide